C1(=CC=CC=C1)S(=O)(=O)OC1=C(C=C(C=C1)C1=CC=NC2=CC(=CC=C12)OC)C 4-(7-methoxyquinolin-4-yl)-2-methylphenol benzenesulfonate